5-(2-(4-(5-(difluoromethyl)-1,3,4-oxadiazol-2-yl)benzyl)-2H-tetrazol-5-yl)-1-methyl-1H-benzo[d]imidazol-2-amine FC(C1=NN=C(O1)C1=CC=C(CN2N=C(N=N2)C2=CC3=C(N(C(=N3)N)C)C=C2)C=C1)F